NC1=C(C=C(C=C1C1=CC(=NC=C1)N1C[C@H](NCC1)C)F)C1=CC(=C(C=C1)N1C(N(C=C1)C)=O)Cl (R)-1-(2'-amino-3-chloro-5'-fluoro-3'-(2-(3-methylpiperazin-1-yl)pyridin-4-yl)-[1,1'-biphenyl]-4-yl)-3-methyl-1H-imidazol-2(3H)-one